CN[C@@H](C(=O)O)[C@H](C)C1=CC=CC=C1 (2R,3R)-2-(methylamino)-3-phenylbutanoic acid